4-[3-[2,6-dichloro-4-(2-oxopyrrolidin-1-yl)benzoyl]-2,4-dihydro-1,3-benzoxazin-8-yl]-5-fluoro-2-morpholin-4-ylbenzoic acid methyl ester COC(C1=C(C=C(C(=C1)F)C1=CC=CC=2CN(COC21)C(C2=C(C=C(C=C2Cl)N2C(CCC2)=O)Cl)=O)N2CCOCC2)=O